C(C)NC(=O)[C@H]1O[C@H]([C@@H]([C@@H]1O)O)N1C2=NC(=NC(=C2N=C1)NC)C=1C=NC=C(C1)C (2S,3S,4R,5R)-N-ethyl-3,4-dihydroxyl-5-(6-(methylamino)-2-(5-methylpyridin-3-yl)-9H-purin-9-yl)-tetrahydrofuran-2-carboxamide